3-azido-4-acetamido-N-methoxy-N-methylbenzamide N(=[N+]=[N-])C=1C=C(C(=O)N(C)OC)C=CC1NC(C)=O